FC=1C(=C(C(=CC1F)[N+](=O)[O-])NC(C)=O)C N-(3,4-difluoro-2-methyl-6-nitrophenyl)acetamide